O1COC2=C1C=CC(=C2)N(C(CCl)=O)C2(CCOCC2)C(=O)NCC2=CC=CC=C2 4-(N-(Benzo[d][1,3]dioxol-5-yl)-2-chloroacetamido)-N-benzyltetrahydro-2H-pyran-4-carboxamide